N1(CN(CC1)CCC(=O)O)CCC(=O)O 3-imidazolidinedipropionic acid